4-(quinoxalin-6-ylazo)phenol N1=CC=NC2=CC(=CC=C12)N=NC1=CC=C(C=C1)O